C(C)OC=1C(=C(C=CC1C(C)(C)O)CC)C (1R)-1-[3-ethoxy-4-(2-hydroxypropan-2-yl)-2-methylphenyl]ethane